(R)-3-chloro-4-((3,5-difluoropyridin-2-yl)methoxy-d2)-2'-(3-(1-hydroxycyclopentyl)-1H-pyrazol-1-yl)-5',6-dimethyl-2H-[1,4'-bipyridin]-2-one ClC=1C(N(C(=CC1OC([2H])([2H])C1=NC=C(C=C1F)F)C)C1=CC(=NC=C1C)N1N=C(C=C1)C1(CCCC1)O)=O